CC1(OCCC2=CC=CC=C12)C(=O)NC=1SC(=CN1)C=1C=C2C=C(N=NC2=CC1)C 1-methyl-N-(5-(3-methylcinnolin-6-yl)thiazol-2-yl)isochromane-1-carboxamide